methyl 2-(3-aminoprop-1-yn-1-yl)-4-((3-aminopropanoyl)oxy)benzoate NCC#CC1=C(C(=O)OC)C=CC(=C1)OC(CCN)=O